4-[(4-{3-cyano-2-[3-(7H-pyrrolo[2,3-d]pyrimidin-4-yl)-1H-pyrrol-1-yl]propyl}piperazin-1-yl)carbonyl]-3-fluorobenzonitrile C(#N)CC(CN1CCN(CC1)C(=O)C1=C(C=C(C#N)C=C1)F)N1C=C(C=C1)C=1C2=C(N=CN1)NC=C2